N-tert-butyl-pyridinium 2-acrylamido-2-methylpropanesulfonate C(C=C)(=O)NC(CS(=O)(=O)[O-])(C)C.C(C)(C)(C)[N+]1=CC=CC=C1